ClC1=NC=C(C(=C1)N1CCC2(CCN(C2)C(=O)OC(C)(C)C)CC1)C#CC=1C=NN(C1)C tert-butyl 8-(2-chloro-5-((1-methyl-1H-pyrazol-4-yl) ethynyl) pyridin-4-yl)-2,8-diazaspiro[4.5]decane-2-carboxylate